BrC=1C2=C(C=3C(=NC(=NC3C1Cl)OC[C@]13CCCN3C[C@@H](C1)F)N[C@H]1C(N(CC1)C)=O)COC2 (R)-3-((6-Bromo-5-chloro-3-(((2R,7aS)-2-fluorotetrahydro-1H-pyrrolizin-7a(5H)-yl)methoxy)-7,9-dihydrofuro[3,4-f]quinazolin-1-yl)amino)-1-methylpyrrolidin-2-one